6-chloro-1-(piperidin-4-yl)-1,3-dihydro-2H-benzo[d]imidazol-2-one ClC=1C=CC2=C(N(C(N2)=O)C2CCNCC2)C1